tert-Butyl 6'-bromo-8'-methyl-1',5'-dioxo-1',5'-dihydro-2'H-spiro[cyclohexane-1,3'-imidazo[1,5-a]pyridine]-2'-carboxylate BrC1=CC(=C2N(C1=O)C1(N(C2=O)C(=O)OC(C)(C)C)CCCCC1)C